4-(2-naphthyl)phenyl-(4-biphenyl)-amine C1=C(C=CC2=CC=CC=C12)C1=CC=C(C=C1)C1=C(C=CC(=C1)N)C1=CC=CC=C1